3-ETHYL-5-METHYLBENZALDEHYDE C(C)C=1C=C(C=O)C=C(C1)C